2',2'''-(propane-1,3-diylbis(oxy))bis(3-(2,7-di-tert-butyl-9H-carbazol-9-yl)-5'-fluoro-3'-methyl-5-(octyloxy)-[1,1-biphenyl]-2-ol) C(CCOC1=C(C=C(C=C1C)F)C=1C(=C(C=C(C1)OCCCCCCCC)N1C2=CC(=CC=C2C=2C=CC(=CC12)C(C)(C)C)C(C)(C)C)O)OC1=C(C=C(C=C1C)F)C=1C(=C(C=C(C1)OCCCCCCCC)N1C2=CC(=CC=C2C=2C=CC(=CC12)C(C)(C)C)C(C)(C)C)O